OC1=C(C=CC(=C1)O)C1=NC=2C(=C3C(=NC2)N(C=C3)S(=O)(=O)C3=CC=CC=C3)N1C1CNCC1 3-(2-(2,4-dihydroxyphenyl)-6-(Benzenesulfonyl)imidazo[4,5-d]pyrrolo[2,3-b]pyridin-1(6H)-yl)pyrrolidine